3-[6-iodo-8-(trifluoromethyl)imidazo[1,2-a]pyridin-2-yl]cyclobutanol IC=1C=C(C=2N(C1)C=C(N2)C2CC(C2)O)C(F)(F)F